OC1=C(C=CC=C1)C=1C=C2N3CCN(C[C@@H]3CNC2=NN1)C1=NC=CC(=N1)C1CCN(CC1)C(=O)OC(C)(C)C tert-butyl 4-[2-[(10S)-4-(2-hydroxyphenyl)-1,5,6,8,12-pentazatricyclo[8.4.0.02,7]tetradeca-2,4,6-trien-12-yl]pyrimidin-4-yl]piperidine-1-carboxylate